(2S)-1-[2-[4-[Furo[3,2-c]pyridin-7-yl(methyl)amino]-1-piperidyl]acetyl]pyrrolidin-2-carbonitril O1C=CC=2C=NC=C(C21)N(C2CCN(CC2)CC(=O)N2[C@@H](CCC2)C#N)C